5-(4-((3-ethyl-2,4-dioxo-1,2,3,4-tetrahydrothieno[2,3-d]pyrimidin-6-yl)methyl)piperazin-1-yl)-6-fluoro-N-methylpicolinamide C(C)N1C(NC2=C(C1=O)C=C(S2)CN2CCN(CC2)C=2C=CC(=NC2F)C(=O)NC)=O